O=C1CC[C@H](N1)C(=O)N[C@@H](CC1=CNC=N1)C(=O)N[C@@H](CC1=CNC2=CC=CC=C12)C(=O)N[C@@H](CO)C(=O)N[C@@H](CC1=CC=C(C=C1)O)C(=O)N[C@H](CC(C)C)C(=O)N[C@@H](CCCNC(N)=N)C(=O)N1[C@@H](CCC1)C(=O)CC(=O)N 5-oxo-L-prolyl-L-histidyl-L-tryptophanyl-L-seryl-L-tyrosyl-D-leucyl-L-arginyl-L-prolylacetamide